ClC=1C(N(N=CC1Cl)C1CCC(CC1)=O)=O 4,5-dichloro-2-(4-oxocyclohexyl)pyridazin-3-one